C(C)(C)(C)OC(NC[C@H]1CN(CCO1)CC#CC1=CC(=CC=C1)[C@H]1CN(C(O1)=O)C1C(NC(CC1)=O)=O)=O.CC1(CC(CC(C1)C)C=CC(=O)O)C 3,3,5-trimethylcyclohexaneacrylic acid Tert-butyl-N-[[(2S)-4-[3-[3-[(5S)-3-(2,6-dioxo-3-piperidyl)-2-oxo-oxazolidin-5-yl]phenyl]prop-2-ynyl]morpholin-2-yl]methyl]carbamate